N-(3-chloro-2,4-difluorophenyl)-N-methylcarboxamide ClC=1C(=C(C=CC1F)N(C=O)C)F